N-(3-(dimethylamino)propyl)methacrylamide (2R,3S)-methyl-3-(2-nitrophenyl)-2,3-dihydroxypropanoate COC([C@@H]([C@@H](O)C1=C(C=CC=C1)[N+](=O)[O-])O)=O.CN(CCCNC(C(=C)C)=O)C